3-(cyanomethoxy)-4-{[3-(4-{[(1R,4R)-4-(dimethylamino)cyclohexyl]amino}-1-(2,2,2-trifluoroethyl)-1H-indol-2-yl)prop-2-yn-1-yl]amino}benzene-1-sulfonamide C(#N)COC=1C=C(C=CC1NCC#CC=1N(C2=CC=CC(=C2C1)NC1CCC(CC1)N(C)C)CC(F)(F)F)S(=O)(=O)N